CN(CC(=O)NC=1SC(=C(N1)C)S(=O)(=O)N1CCN(CC1)C[C@H](C)NC1=NC=NC2=C(C=CC=C12)C=1C(=NN(C1)C)C(F)(F)F)C 2-(dimethylamino)-N-[4-methyl-5-({4-[(2S)-2-({8-[1-methyl-3-(trifluoromethyl)-1H-pyrazol-4-yl]quinazolin-4-yl}amino)propyl]piperazin-1-yl}sulfonyl)-1,3-thiazol-2-yl]acetamide